OC1(CC1)COC1=CC(=NC(=C1)S(=O)(=O)C)NC1=CC(=NC=C1C1=NN(C=C1)C)NC(C)=O N-(4-((4-((1-hydroxycyclopropyl)methoxy)-6-(methylsulfonyl)pyridin-2-yl)amino)-5-(1-methyl-1H-pyrazol-3-yl)pyridin-2-yl)acetamide